2-((2S,4S)-1-acryloyl-4-(8-chloro-7-(chroman-8-yl)-4-(3-(dimethylamino)-azetidin-1-yl)-6-fluoro-1H-imidazo[4,5-c]quinolin-1-yl)piperidin-2-yl)acetonitrile C(C=C)(=O)N1[C@@H](C[C@H](CC1)N1C=NC=2C(=NC=3C(=C(C(=CC3C21)Cl)C=2C=CC=C1CCCOC21)F)N2CC(C2)N(C)C)CC#N